N-(1-methylcyclopropyl)pyridine-2-carboxamide CC1(CC1)NC(=O)C1=NC=CC=C1